[O-2].[Mn+2].[Fe+2].[Ni+2].[O-2].[O-2] nickel-iron-manganese oxide